sodium aluminum fluorine [F].[Al].[Na]